ethyl-7-(methoxy(phenyl)methyl)-5-methyl-4-oxo-4,5-dihydro-2H-pyrrolo[3,4-c]pyridine-2-carboxamide C(C)C=1N(C=C2C(N(C=C(C21)C(C2=CC=CC=C2)OC)C)=O)C(=O)N